N-(2-((1r,3r,5r,7r)-adamantan-2-ylamino)ethyl)-1-(4-chloro-phenyl)-5-(2,4-dichloro-phenyl)-2-methyl-1H-pyrrole-3-carboxamide C12C(C3CC(CC(C1)C3)C2)NCCNC(=O)C2=C(N(C(=C2)C2=C(C=C(C=C2)Cl)Cl)C2=CC=C(C=C2)Cl)C